(S)-3-(4-((difluoromethyl)sulfonamido)-3-(1-(4-fluorophenyl)-2-methoxyethoxy)phenyl)-5-(pyrazin-2-ylamino)-1H-pyrazole-4-carboxamide FC(S(=O)(=O)NC1=C(C=C(C=C1)C1=NNC(=C1C(=O)N)NC1=NC=CN=C1)O[C@H](COC)C1=CC=C(C=C1)F)F